1-[(4-{3-azabicyclo[3.1.0]hex-3-yl}-3,5-dicyanophenyl)methyl]-1H-pyrazole-4-carboxylic acid C12CN(CC2C1)C1=C(C=C(C=C1C#N)CN1N=CC(=C1)C(=O)O)C#N